[1,4]Oxazepine-2(6H)-carboxylic acid tert-butyl ester C(C)(C)(C)OC(=O)C=1OCCC=NC1